N-[3-fluoro-4-[(7-methoxy-1,5-naphthyridin-4-yl)oxy]phenyl]-5-(4-fluoro-2-methoxyphenyl)-4-hydroxy-2-methylpyridine-3-carboxamide FC=1C=C(C=CC1OC1=CC=NC2=CC(=CN=C12)OC)NC(=O)C=1C(=NC=C(C1O)C1=C(C=C(C=C1)F)OC)C